FC1(C(C2=C(C(=C=C=C12)OC=1C=C(C#N)C=C(C1)C(F)F)I)O)F 3-(8,8-difluoro-7-hydroxy-5-iodobicyclo[4.2.0]oct-1,3,5-triene-2-enyloxy)-5-difluoromethylbenzonitrile